FC(OC=1C=C(C=CC1)N1C(N(C2=C1C(=CC(=C2)C(=O)N[C@]2(NS(C=CC2)(=O)=O)C)F)C(C)C)=O)F 1-[3-(difluoromethoxy)phenyl]-7-fluoro-3-isopropyl-N-[(3S)-3-methyl-1,1-dioxo-thiazin-3-yl]-2-oxo-benzimidazole-5-carboxamide